(+)-Dibenzoyl-D-tartaric acid monohydrate C1=CC=C(C=C1)C(=O)O[C@@H]([C@@H](C(=O)O)OC(=O)C2=CC=CC=C2)C(=O)O.O